CN(C)CCCCN N,N-dimethyl-4-aminobutyl-amine